C(C)(C)N(C1CC2=C(N=C(S2)C2=NNC(=C2CC(F)(F)F)C=2C=C(C=3N(C2)N=CN3)OC)CC1)C N-isopropyl-2-(5-(8-methoxy-[1,2,4]triazolo[1,5-a]pyridin-6-yl)-4-(2,2,2-trifluoroethyl)-1H-pyrazol-3-yl)-N-methyl-4,5,6,7-tetrahydrobenzo[d]thiazol-6-amine